N-(4-(ethylsulfonyl)benzyl)-7-(2-fluorophenyl)-10H-phenothiazine-2-carboxamide C(C)S(=O)(=O)C1=CC=C(CNC(=O)C2=CC=3NC4=CC=C(C=C4SC3C=C2)C2=C(C=CC=C2)F)C=C1